NCCN1N=C(C(=C1)NC(=O)C=1C=NN2C1N=CC=C2)C2=C(C=CC(=C2)Cl)OC N-(1-(2-aminoethyl)-3-(5-chloro-2-methoxyphenyl)-1H-pyrazol-4-yl)pyrazolo[1,5-a]pyrimidine-3-carboxamide